N-(3,4-difluoro-5-((5-(3-fluoro-5-methoxyphenyl)-2-((1-methyl-1H-pyrazol-4-yl)amino)pyrimidin-4-yl)amino)phenyl)acrylamide FC=1C=C(C=C(C1F)NC1=NC(=NC=C1C1=CC(=CC(=C1)OC)F)NC=1C=NN(C1)C)NC(C=C)=O